BrC1C(C2=C(C(=CC=C2C1)Cl)Cl)=O 2-bromo-6,7-dichloro-2,3-dihydro-1H-inden-1-one